Methanol dimethacrylate C(C(=C)C)(=O)O.C(C(=C)C)(=O)O.CO